(S)-2-((5-cyclopropylpyrimidin-2-yl)amino)-4-((3-fluoropropyl)(4-(5,6,7,8-tetrahydro-1,8-naphthyridin-2-yl)butyl)amino)butanoic acid C1(CC1)C=1C=NC(=NC1)N[C@H](C(=O)O)CCN(CCCCC1=NC=2NCCCC2C=C1)CCCF